3,3'-dimethyloxy-4,4'-biphenyl diisocyanate [N-]=C=O.[N-]=C=O.COC=1C=CC=CC1C1=C(C=CC=C1)OC